C(#N)C1=CC=C(C=C1)NS(=O)(=O)N1CCC(CC1)N1N=CC(=C(C1=O)Cl)Cl N-(4-cyanophenyl)-4-(4,5-dichloro-6-oxo-pyridazin-1-yl)piperidine-1-sulfonamide